5-((5-hydroxypyridin-3-yl)oxy)-2-(2,7-diazaspiro[3.5]nonan-7-yl)benzonitrile OC=1C=C(C=NC1)OC=1C=CC(=C(C#N)C1)N1CCC2(CNC2)CC1